C(C)N(C(CN1C(=CC2=CC=CC=C12)C(=O)N)=O)C1=CC(=CC=C1)CC 1-(2-(ethyl(3-ethylphenyl)amino)-2-oxoethyl)-1H-indol-2-carboxamid